2-phenyl-4-(2,2,2-trifluoro-N-methylacetamido)piperidine-1-carboxylate C1(=CC=CC=C1)C1N(CCC(C1)N(C(C(F)(F)F)=O)C)C(=O)[O-]